C(C)(C)(C)C1=C(C(=CC(=C1)C(C)(C)C)N1N=C2C(=N1)C=CC(=C2)Cl)O 2,4-di-tert-butyl-6-(5-chloro-2H-benzotriazol-2-yl)-phenol